CN1CC(C(C(C1)=CC1=CC(=CC=C1)[N+](=O)[O-])=O)=CC1=CC(=CC=C1)[N+](=O)[O-] 1-Methyl-3,5-bis(3-nitrobenzylidene)piperidin-4-one